C(C=1C(C(=O)OCCCCCCCCCCC)=CC=CC1)(=O)OCCCCCCCCCCC di-n-undecyl phthalate